C(#N)C1=CC(=NC=C1)C(=O)N[C@@H]1C2CCC([C@@H]1C(NC1=CC(=C(C=C1)F)C(F)(F)F)=O)C2=C(C)C 4-cyano-N-[(2R,3S)-3-{[4-fluoro-3-(trifluoromethyl)phenyl]carbamoyl}-7-(propan-2-ylidene)bicyclo[2.2.1]heptan-2-yl]pyridine-2-carboxamide